rac-N-cyclopentyl-2-((3S,4R)-3-hydroxy-1-methylpiperidin-4-yl)benzo[d]thiazole-6-carboxamide C1(CCCC1)NC(=O)C1=CC2=C(N=C(S2)[C@H]2[C@@H](CN(CC2)C)O)C=C1 |r|